[K].C(O)C(C(=O)O)(C)CO 2,2-dimethylolpropionic acid potassium